CN1CCN(CC1)CCC(C=1C=NC(=CC1)C(F)(F)F)N(C([O-])=O)C1=NC=C(C=C1)CC1=CNC2=NC=C(C=C21)Cl 2-(4-methylpiperazin-1-yl)ethyl(5-((5-chloro-1H-pyrrolo[2,3-b]pyridin-3-yl)methyl)pyridin-2-yl)((6-(trifluoromethyl)pyridin-3-yl)methyl)carbamate